(2R,4R)-1-(3-chloro-2-fluorobenzyl)-2-ethyl-4-((3-fluoro-6-((5-methyl-1H-pyrazol-3-yl)amino)-4-(4-methylpiperazin-1-yl)pyridin-2-yl)methyl)piperidine-4-carboxylic acid ClC=1C(=C(CN2[C@@H](C[C@@](CC2)(C(=O)O)CC2=NC(=CC(=C2F)N2CCN(CC2)C)NC2=NNC(=C2)C)CC)C=CC1)F